ClC1=CC=C(C(=N1)C=1C=NN(C1)C)NC(C)C=1C=2C3=C(N(C(C2C=C(C1)C)=O)C)N(N=C3)C3CCN(CC3)CC(C)(C)O 9-[1-[[6-chloro-2-(1-methylpyrazol-4-yl)-3-pyridinyl]amino]ethyl]-3-[1-(2-hydroxy-2-methyl-propyl)-4-piperidinyl]-4,7-dimethyl-pyrazolo[3,4-c]isoquinolin-5-one